C(C)(=O)N1CC2=C(CC1)N(N=C2NC2=C(C=C(C=C2)C=2C=NN(C2)C)F)C2CCN(CC2)C(=O)OCC2=CC=CC=C2 benzyl 4-[5-acetyl-3-[2-fluoro-4-(1-methylpyrazol-4-yl)anilino]-6,7-dihydro-4H-pyrazolo[4,3-c]pyridin-1-yl]piperidine-1-carboxylate